CC1=C(C=C(C=C1)N1CC2CCC(C1)N2C(=O)OC(C)(C)C)C(NC2(CC2)C2=C1C=CC=NC1=CC(=C2)C=2C=NN(C2)C)=O tert-butyl 3-(4-methyl-3-((1-(7-(1-methyl-1H-pyrazol-4-yl)quinolin-5-yl)cyclopropyl)carbamoyl)phenyl)-3,8-diazabicyclo[3.2.1]octane-8-carboxylate